(1s,2R,5R)-5-(4-aminoimidazo[4,5-c]pyridin-1-yl)-3-(hydroxymethyl)cyclopent-3-ene-1,2-diol NC1=NC=CC2=C1N=CN2[C@@H]2C=C([C@H]([C@H]2O)O)CO